BrC1=CC(=C(C=C1)Cl)C(C)(F)F 4-bromo-1-chloro-2-(1,1-difluoroethyl)benzene